NCC=1C=NC(=NC1)C1=C(C=C(C#N)C=C1)OC=1C(=NN(C1)CC(F)(F)F)C 4-[5-(aminomethyl)pyrimidin-2-yl]-3-[3-methyl-1-(2,2,2-trifluoroethyl)pyrazol-4-yl]oxybenzonitrile